9,9-bis(4-allyloxy-3-methylphenyl)fluorene C(C=C)OC1=C(C=C(C=C1)C1(C2=CC=CC=C2C=2C=CC=CC12)C1=CC(=C(C=C1)OCC=C)C)C